NC1=CC2=C(C=CC=C2C(=C1)S(=O)(=O)O)S(=O)(=O)O 2-amino-4,8-naphthalenedisulfonic acid